C(C1=CC=CC=C1)OC(=O)N1CCN(CC1)C1=C(C=C(C=C1)[C@H](C)N[S@@](=O)C(C)(C)C)F 4-{4-[(1S)-1-{[(S)-tert-butylsulfinyl]amino}ethyl]-2-fluorophenyl}piperazine-1-carboxylic acid benzyl ester